(2-Carboxyethyl)triphenylphosphine bromide [Br-].C(=O)(O)CCC1=C(C=CC=C1)P(C1=CC=CC=C1)C1=CC=CC=C1